6-bromo-4-oxo-1-(2-(3-oxopiperazin-1-yl)ethyl)-1,4-dihydro-1,8-naphthyridine BrC=1C=C2C(C=CN(C2=NC1)CCN1CC(NCC1)=O)=O